NCCCCC(=O)O 5-amino-pentanoic acid